N-(4-Bromo-2-fluoro-5-methylphenyl)-4-methylpiperazine-1-carboxamide BrC1=CC(=C(C=C1C)NC(=O)N1CCN(CC1)C)F